C(C1CN=CC=C1)(=O)OCCCCCCC heptyl dihydronicotinate